C(C)N1N=CC(=C1)CN1NC=CC1C(F)(F)F 2-{1-(1-ethyl-1H-pyrazol-4-yl)methyl}-3-(trifluoromethyl)-1H-pyrazol